P(=O)(O)(O)OCCOCCOCCO triethylenglycol phosphate